tert-butyl N-[(3S,5S)-1-[2-chloro-5-[1-(difluoromethyl)pyrazol-4-yl]-4-pyridyl]-5-hydroxy-3-piperidyl]carbamate ClC1=NC=C(C(=C1)N1C[C@H](C[C@@H](C1)O)NC(OC(C)(C)C)=O)C=1C=NN(C1)C(F)F